OC(C(=O)[O-])(C)C ALPHA-HYDROXYISOBUTYRATE